ClC1=NN(C=C1B1OC(C(O1)(C)C)(C)C)C 3-Chloro-1-methyl-4-(4,4,5,5-tetramethyl-1,3,2-dioxaborolan-2-yl)-1H-pyrazole